[Pd].BrC#C[SiH3] 2-bromoethynyl-silane, palladium salt